C1(=CC=CC=C1)C[C@H](C)NC(O)=O.[N+](=O)([O-])C1=CC=CC=C1 4-nitrobenzene (S)-(1-phenylprop-2-yl)carbamate